5-(5-(((1S,3S)-3-carboxycyclohexyl)oxy)-6-methylpyridin-2-yl)-3-methylisoxazole-4-carboxylic acid C(=O)(O)[C@@H]1C[C@H](CCC1)OC=1C=CC(=NC1C)C1=C(C(=NO1)C)C(=O)O